NC1=CC=C(C(=C1C=1CCC2N(C(C1)=O)[C@@H](CC2)C(=O)OCC(=O)C=2C(=NC(=CC2)NC(C)=O)F)F)Cl 2-(6-acetamido-2-fluoropyridin-3-yl)-2-oxoethyl (3S,9S)-7-(6-amino-3-chloro-2-fluorophenyl)-5-oxo-2,3,5,8,9,9a-hexahydro-1H-pyrrolo[1,2-a]azepine-3-carboxylate